N-(3-Hydroxy-1,1-bis-hydroxymethylpropyl)-2-[1-(3-hydroxy-1,1-bis-hydroxymethyl-propylcarbamoyl)-1-methyl-ethylazo]-2-methylpropionamide OCCC(CO)(CO)NC(C(C)(C)N=NC(C)(C)C(NC(CCO)(CO)CO)=O)=O